1-(4-(3-(6-methoxypyridin-3-yl)-1-tosyl-1H-pyrrolo[2,3-b]pyridin-5-yl)benzyl)piperidin-4-ol COC1=CC=C(C=N1)C1=CN(C2=NC=C(C=C21)C2=CC=C(CN1CCC(CC1)O)C=C2)S(=O)(=O)C2=CC=C(C)C=C2